tetraacetylglucosyl trichloroethanimidate ClC(C(OC1([C@](O)([C@@](O)([C@](O)([C@H](O1)CO)C(C)=O)C(C)=O)C(C)=O)C(C)=O)=N)(Cl)Cl